3-chloro-4-(1-(cyclopentyl(pyridin-2-yl)methyl)-5-(3,5-dimethylisoxazol-4-yl)-1H-pyrrolo[2,3-b]pyridin-3-yl)benzoic acid ClC=1C=C(C(=O)O)C=CC1C1=CN(C2=NC=C(C=C21)C=2C(=NOC2C)C)C(C2=NC=CC=C2)C2CCCC2